ClC1=CC(=C(C=C1)NC(=O)C1=NC=CC(=C1)C(F)(F)F)C(N[C@H](C(C(=O)NC)=O)C[C@H]1C(N[C@@H](C1)C)=O)=O N-[4-chloro-2-[[(1S)-3-(methylamino)-1-[[(3S,5R)-5-methyl-2-oxo-pyrrolidin-3-yl]methyl]-2,3-dioxo-propyl]carbamoyl]phenyl]-4-(trifluoromethyl)pyridine-2-carboxamide